N-(5-(1,2,4-oxadiazole-3-carbonyl)-5,6-dihydro-4H-pyrrolo[3,4-d]thiazol-2-yl)-2'-chloro-5'-methoxy-6-methyl-[4,4'-bipyridine]-3-carboxamide O1N=C(N=C1)C(=O)N1CC=2N=C(SC2C1)NC(=O)C=1C=NC(=CC1C1=CC(=NC=C1OC)Cl)C